4-(4-(Bis(4-(tert-butyl)phenyl)amino)-2,6-dimethylphenyl)-2,6-diphenylpyridine C(C)(C)(C)C1=CC=C(C=C1)N(C1=CC(=C(C(=C1)C)C1=CC(=NC(=C1)C1=CC=CC=C1)C1=CC=CC=C1)C)C1=CC=C(C=C1)C(C)(C)C